3-bromo-5-fluoro-11-methyl-11-azatricyclo[6.2.1.02,7]undeca-2,4,6,9-tetraene BrC1=C2C3C=CC(C2=CC(=C1)F)N3C